1-naphthonitrile bis(2,2,2-trifluoroacetate) FC(C(=O)O)(F)F.FC(C(=O)O)(F)F.C1(=CC=CC2=CC=CC=C12)C#N